FC1=C(C(=NO)N)C=CC(=C1)F 2,4-difluoro-N'-hydroxy-benzamidine